[Na+].[Na+].NC(C(=O)N1C[C@@H](CC1)OC1=C(C=2O[B-](CCC2C=C1)(O)O)C(=O)O)C=1N=CNC1.NC(C(=O)N1C[C@@H](CC1)OC1=C(C=2O[B-](CCC2C=C1)(O)O)C(=O)O)C=1N=CNC1 8-({(3R)-1-[amino(1H-imidazol-4-yl)acetyl]pyrrolidin-3-yl}oxy)-4,4-dihydroxy-5-oxa-4-boranuidabicyclo[4.4.0]deca-1(6),7,9-triene-7-carboxylic acid disodium salt